CC1=NC2=C(N1)C=C(C=C2)C2=C(C(=C(C(=C2F)F)C2=CC(=CC=C2)CN2CCOCC2)F)F 2-Methyl-6-(2,3,5,6-Tetrafluoro-3'-(morpholinoMethyl)-[1,1'-Biphenyl]-4-yl)-1H-benzo[d]Imidazol